[C@H](C)(CC)NC(=O)C1=CC(=NN1[C@@H](C)C1=CC=CC=C1)C(=O)NC N5-((S)-sec-Butyl)-N3-methyl-1-((S)-1-phenylethyl)-1H-pyrazole-3,5-dicarboxamide